C(C)(C)(C)OC(=O)NCCCC(C(=O)N(CCCCCCCCCC)C(CCCCCCCCC(=O)OCC(CCCCCC)CCCC)CCCCCCCCC(=O)OCC(CCCCCC)CCCC)F bis(2-butyloctyl) 10-(5-((tert-butoxycarbonyl)amino)-N-decyl-2-fluoropentanamido)nonadecanedioate